(E)-ethylpentane-1,4-diamine C(C)C(CCC(C)N)N